CC1(CN(CCN1)C1=CC=CC(=N1)CNC=1C2=C(N=CN1)NC=C2C2CCOCC2)C N-((6-(3,3-dimethylpiperazin-1-yl)pyridin-2-yl)methyl)-5-(tetrahydro-2H-pyran-4-yl)-7H-pyrrolo[2,3-d]pyrimidin-4-amine